N=C1SC(C(N1)=O)C(CC)[C@@H](C)[C@H]1CC[C@H]2[C@@H]3CC[C@@H]4CCCC[C@]4(C)[C@H]3CC[C@]12C 22-(2-imino-4-oxo-thiazolidin-5-yl)-5β-cholane